(4-(5-(1,2,4-Triazin-3-ylamino)-1-methyl-6-oxo-1,6-dihydropyridin-3-yl)-2-(1-oxo-3,4,6,7,8,9-hexahydropyrazino[1,2-a]indol-2(1H)-yl)pyridin-3-yl)methylAcetate N1=NC(=NC=C1)NC1=CC(=CN(C1=O)C)C1=C(C(=NC=C1)N1C(C=2N(C=3CCCCC3C2)CC1)=O)COC(C)=O